Rac-(2-chloro-4-fluoro-phenyl)-[4-[5-[(3-hydroxy-1-piperidinyl)sulfonyl]-2-methoxy-phenyl]piperazin-1-yl]methanone ClC1=C(C=CC(=C1)F)C(=O)N1CCN(CC1)C1=C(C=CC(=C1)S(=O)(=O)N1C[C@@H](CCC1)O)OC |r|